methyl 2-((1RS,4RS,5SR)-5-((5-cyclopropyl-3-(2,6-dichlorophenyl) isoxazol-4-yl)methoxy)-2-azabicyclo[2.2.1]heptan-2-yl)benzo[d]thiazole-6-carboxylate C1(CC1)C1=C(C(=NO1)C1=C(C=CC=C1Cl)Cl)CO[C@@H]1[C@H]2CN([C@@H](C1)C2)C=2SC1=C(N2)C=CC(=C1)C(=O)OC |r|